C(C1=CC=CC=C1)OC(N[C@@H](CC=C)C1=CC(=CC=C1)N1C(CNC(C1)=O)C(NCCC=C)=O)=O ((1S)-1-(3-(2-(but-3-en-1-ylcarbamoyl)-5-oxopiperazin-1-yl)phenyl)But-3-en-1-yl)carbamic acid benzyl ester